C(C)(C)(C1=CC(=C(C(=C1)Cl)OC(=O)C1=CC=C(C=C1)C=1C(=O)NC(C1)=O)Cl)C1=CC(=C(C(=C1)Cl)OC(=O)C1=CC=C(C=C1)C=1C(=O)NC(C1)=O)Cl isopropylidenebis[(2,6-dichlorobenzene-4,1-diyl)oxycarbonyl(p-phenylene)]bismaleimide